O[C@H]([C@@H](C(=O)O)C1=CC=CC=C1)C (2s,3s)-3-hydroxy-2-phenylbutanoic acid